3-(3-{3-[(2,4-diamino-6-ethylpyrimidin-5-yl)oxy]propoxy}phenyl)propanoic acid NC1=NC(=C(C(=N1)N)OCCCOC=1C=C(C=CC1)CCC(=O)O)CC